ClC1=CC2=C(N(C(N=C2N2[C@H](CN(CC2)C(=O)OC(C)(C)C)C)=O)C=2C(=NC=CC2C)C(C)C)N=C1C1=C(C=CC=C1)OC tert-butyl (S)-4-(6-chloro-7-(2-methoxyphenyl)-1-(2-isopropyl-4-methylpyridin-3-yl)-2-oxo-1,2-dihydropyrido[2,3-d]pyrimidin-4-yl)-3-methylpiperazine-1-carboxylate